P(=O)(O)(O)O[C@H]1[C@]([C@@H](O[C@@H]1CO)N1C(=O)N=C(N)C=C1)(O)OC 2'-methoxycytidine 3'-phosphate